O1C=NC=C1C(=O)[O-] [1,3]oxazole-5-carboxylate